lithium 4-(benzyloxy)-5-(1,3-dioxolan-2-yl)-2-methylbenzoate C(C1=CC=CC=C1)OC1=CC(=C(C(=O)[O-])C=C1C1OCCO1)C.[Li+]